C(CCCCCCC\C=C/C\C=C/CCCCC)SCC(CN(C)C)SCCCCCCCC\C=C/C\C=C/CCCCC 1,2-dilinoleylthio-3-dimethylaminopropane